(Z)-1-(4-chlorophenyl)-2-phenylpent-2-en-1-one ClC1=CC=C(C=C1)C(\C(=C/CC)\C1=CC=CC=C1)=O